C(C)OC(C(CC=C)C(C)=O)=O 2-Acetyl-4-pentenoic acid ethyl ester